O=C1C(=C(NC=2N1N=C(C2C2=CC=CC=C2)C2=CC=CC=C2)C=O)C=2C=C1C=CC=NC1=CC2 7-oxo-2,3-diphenyl-6-(quinolin-6-yl)-4,7-dihydropyrazolo[1,5-a]pyrimidine-5-carbaldehyde